(3-(2-methoxyacetylamino)phenyl)boronic acid COCC(=O)NC=1C=C(C=CC1)B(O)O